5-bromoisoindol BrC1=CC2=CNC=C2C=C1